N-[[2-[[(1-methylcyclopropyl)methylamino]methyl]-1H-indol-6-yl]methyl]-4-oxo-pyrido[1,2-a]pyrimidine-2-carboxamide CC1(CC1)CNCC=1NC2=CC(=CC=C2C1)CNC(=O)C=1N=C2N(C(C1)=O)C=CC=C2